C(C)(C)(C)OC(=O)N1C2C(CC1)N(CC2)C2=CC=1N(C=C2)N=CC1C=1C(=NC=CC1)OC 4-(3-(2-methoxypyridin-3-yl)pyrazolo[1,5-a]pyridin-5-yl)hexahydropyrrolo[3,2-b]pyrrole-1(2H)-carboxylic acid tert-butyl ester